C1(CC1)N1N=CC(=C1)C=1C=C(C=CC1)NC[C@@H]1CC[C@H](CC1)C=1C=CC(=C(C#N)C1)OC 5-(trans-4-(((3-(1-Cyclopropyl-1H-pyrazol-4-yl)phenyl)amino)methyl)cyclohexyl)-2-methoxybenzonitrile